ClC1=CC(=C(C=C1)C1=CC=C(C=C1)N1CCN(CC1)CC1(CC1)C(F)(F)F)N1CC(CCC1)N1N=CC(=C1C(F)F)C(=O)OCC Ethyl 1-{1-[4-chloro-4'-(4-{[1-(trifluoromethyl)cyclopropyl]methyl}piperazin-1-yl) [1,1'-biphenyl]-2-yl]piperidin-3-yl}-5-(difluoromethyl)-1H-pyrazole-4-carboxylate